2-(((3,3-difluorocyclobutyl)methyl)(methyl)amino)ethan-1-ol FC1(CC(C1)CN(CCO)C)F